FC(OC1=NC=CC(=C1)CNC(=O)N[C@H]1[C@H](C(C1)(C)C)O)F |r| 1-[[2-(difluoromethoxy)pyridin-4-yl]methyl]-3-[rac-(1R,2S)-2-hydroxy-3,3-dimethylcyclobutyl]urea